3-(8-(2,4-dichlorophenyl)-9-(4-(((S)-1-(3-fluoropropyl)pyrrolidin-3-yl)oxy)phenyl)-6,7-dihydro-5H-benzo[7]annulen-3-yl)-3-oxo-N-((tetrahydro-2H-pyran-2-yl)oxy)propanamide ClC1=C(C=CC(=C1)Cl)C=1CCCC2=C(C1C1=CC=C(C=C1)O[C@@H]1CN(CC1)CCCF)C=CC(=C2)C(CC(=O)NOC2OCCCC2)=O